(1-isopropyl-1H-pyrazol-4-yl)-3-methyl-1H-pyrrole-2-carboxylic acid methyl ester COC(=O)C=1N(C=CC1C)C=1C=NN(C1)C(C)C